tert-butyl ((1S)-3-(N-(tert-butoxycarbonyl)-4,4,4-trifluorobutylsulfonimidoyl)-1-(1,2,4-oxadiazol-5-yl)propyl)carbamate C(C)(C)(C)OC(=O)N=S(=O)(CCCC(F)(F)F)CC[C@@H](C1=NC=NO1)NC(OC(C)(C)C)=O